4-(2-furyl)-4-hydroxy-2-ketobutene O1C(=CC=C1)C(=CC(C)=O)O